2-[4-[[(1R,2R)-2-hydroxycyclohexyl]methylamino]pyrido[3,4-d]pyridazin-1-yl]-5-(trifluoromethyl)phenol O[C@H]1[C@H](CCCC1)CNC=1N=NC(=C2C1C=NC=C2)C2=C(C=C(C=C2)C(F)(F)F)O